3-bromo-N,N-bis(4-methoxybenzyl)benzenesulfonamide BrC=1C=C(C=CC1)S(=O)(=O)N(CC1=CC=C(C=C1)OC)CC1=CC=C(C=C1)OC